1-(7-(1,2,3,4-tetrahydroquinoline-1-carbonyl)naphthalen-2-yl)dihydropyrimidine-2,4(1H,3H)-dione N1(CCCC2=CC=CC=C12)C(=O)C1=CC=C2C=CC(=CC2=C1)N1C(NC(CC1)=O)=O